ClC1=CC=CC=2C(N=C3N(C12)C1=CC=C(C=C1C31CCCCC1)C1=CCC3(OCCO3)CC1)=O chloro-9'-(1,4-dioxaspiro[4.5]dec-7-en-8-yl)-5'H-spiro[cyclohexane-1,7'-indolo[1,2-a]quinazolin]-5'-one